OC(CC(=O)OCC=1OC(OC1C)=O)(C)C (5-methyl-2-oxo-1,3-dioxol-4-yl)methyl 3-hydroxy-3-methyl-butanoate